(3S)-N-[3-[6-(2-hydroxyethoxy)-5-(morpholin-4-yl)pyridin-3-yl]-4-methylphenyl]-3-(trifluoromethyl)pyrrolidine-1-carboxamide OCCOC1=C(C=C(C=N1)C=1C=C(C=CC1C)NC(=O)N1C[C@H](CC1)C(F)(F)F)N1CCOCC1